(E)-2-(2-(9-ethyl-9H-carbazol-3-yl)vinyl)-1-methylbenzo[cd]Indole C(C)N1C2=CC=CC=C2C=2C=C(C=CC12)/C=C/C1N(C2=CC=CC=3C2=C1C=CC3)C